C(C)(C)(C)OC(=O)N1CCC=CC1 3,6-dihydropyridine-1(2H)-carboxylic acid tert.Butyl ester